N-(6-methoxy-1-methyl-1H-indazol-7-yl)-6-(4-methyl-2-oxo-2,3-dihydro-1H-imidazol-1-yl)pyridine-3-sulfonamide COC1=CC=C2C=NN(C2=C1NS(=O)(=O)C=1C=NC(=CC1)N1C(NC(=C1)C)=O)C